[I-].COC1=CC=C(C=C1)CC[NH3+] para-methoxyphenylethylammonium iodide